tert-butyl (R)-2-(5-(3-cyano-6-ethoxypyrazolo[1,5-a]pyridin-4-yl)pyridin-2-yl)-2,7-diazaspiro[4.5]decane-7-carboxylate C(#N)C=1C=NN2C1C(=CC(=C2)OCC)C=2C=CC(=NC2)N2C[C@@]1(CC2)CN(CCC1)C(=O)OC(C)(C)C